(E)-4-((R)-3-fluoropyrrolidin-1-yl)-N-(5-(3-((S)-1-oxo-1-((5-(trifluoromethyl)thiazol-2-yl)amino)propan-2-yl)phenyl)pyrazin-2-yl)but-2-enamide F[C@H]1CN(CC1)C/C=C/C(=O)NC1=NC=C(N=C1)C1=CC(=CC=C1)[C@@H](C(NC=1SC(=CN1)C(F)(F)F)=O)C